FC(C(=O)O)(F)F.NC[C@@H]1CC[C@H](CC1)NC(COC1=CC(=C(C=C1)Cl)F)=O trans-N-(4-(aminomethyl)cyclohexyl)-2-(4-chloro-3-fluorophenoxy)acetamide 2,2,2-trifluoroacetate